BrC=1C=C2C(NC(=NC2=C(C1F)I)C)=O 6-bromo-7-fluoro-8-iodo-2-methyl-3,4-dihydroquinazolin-4-one